6'-(2-(4-(naphthalen-1-yl)-6-phenylpyrimidin-2-yl)phenyl)spiro[cyclohexane-1,9'-fluorene]-2'-carbonitrile C1(=CC=CC2=CC=CC=C12)C1=NC(=NC(=C1)C1=CC=CC=C1)C1=C(C=CC=C1)C=1C=C2C=3C=CC(=CC3C3(C2=CC1)CCCCC3)C#N